bis(piperidine-4-carboxylic acid) hydrochloride Cl.N1CCC(CC1)C(=O)O.N1CCC(CC1)C(=O)O